C(C)(C)(C)OC(=O)NC=1C=2N(C3=CC(=C(C=C3N1)C#N)C(=O)OC)C=NC2 methyl 4-((t-butoxycarbonyl)amino)-7-cyanoimidazo[1,5-a]quinoxaline-8-carboxylate